6-((5-(4-(1H-pyrazol-1-yl)phenyl)-1H-pyrazol-3-yl)amino)-3,4-dihydroquinolin-2(1H)-one N1(N=CC=C1)C1=CC=C(C=C1)C1=CC(=NN1)NC=1C=C2CCC(NC2=CC1)=O